3-(((R)-(5-fluoropyridin-2-yl)(1-methylcyclopentyl)methyl)amino)-4-((3-hydroxy-2-(3-methyl-3,8-diazabicyclo[3.2.1]octane-8-carbonyl)pyridin-4-yl)amino)cyclobut-3-ene-1,2-dione FC=1C=CC(=NC1)[C@@H](C1(CCCC1)C)NC=1C(C(C1NC1=C(C(=NC=C1)C(=O)N1C2CN(CC1CC2)C)O)=O)=O